3-nitrophenol [N+](=O)([O-])C=1C=C(C=CC1)O